OC(CN1C(=O)NC(=O)NC1=O)(O)O tri-hydroxyethyl-isocyanuric acid